4-amino-N-((1R,4R)-2-oxa-5-azabicyclo[2.2.1]heptan-5-yl)-1-methyl-N-((5-(trifluoromethyl)pyridin-2-yl)methyl)-1H-pyrazolo[4,3-c]quinoline-8-carboxamide NC1=NC=2C=CC(=CC2C2=C1C=NN2C)C(=O)N(CC2=NC=C(C=C2)C(F)(F)F)N2[C@H]1CO[C@@H](C2)C1